FC1=C(C(=CC=C1NS(=O)(=O)C1=CC(=CC=C1)CO)F)C1=CC=C2C(=NNC2=C1F)C(=O)NC 6-[2,6-Difluoro-3-[3-(hydroxymethyl)benzenesulfonamido]phenyl]-7-fluoro-N-methyl-1H-indazole-3-carboxamide